C(C=C)[S+](C)CCO allyl-(2-hydroxyethyl)-methyl-sulfonium